FC1(CCNCC1)CCC1=CC=C(C=C1)C1C(NC(CC1)=O)=O 3-[4-[2-(4-fluoro-4-piperidinyl)ethyl]phenyl]piperidine-2,6-dione